Propan-2-yl 2-[({bicyclo-[2.2.2]octan-1-yl}carbamoyl)-oxy]-3-(pyrimidin-2-yl)-propanoate C12(CCC(CC1)CC2)NC(=O)OC(C(=O)OC(C)C)CC2=NC=CC=N2